3-(7-(8-ethynyl-3-hydroxynaphthalen-1-yl)-8-fluoro-2-((tetrahydro-1H-pyrrolizin-7a(5H)-yl)methoxy)-pyrido[4,3-d]pyrimidin-4-yl)-3,8-diazabicyclo[3.2.1]oct-6-ene-6-carbonitrile C(#C)C=1C=CC=C2C=C(C=C(C12)C1=C(C=2N=C(N=C(C2C=N1)N1CC2C=C(C(C1)N2)C#N)OCC21CCCN1CCC2)F)O